N-[(1S)-1-(cyclobutylmethyl)-2-[4-(3,5-dimethyl-1H-pyrazol-4-yl)anilino]-2-oxo-ethyl]-2-methyl-pyrazole-3-carboxamide C1(CCC1)C[C@@H](C(=O)NC1=CC=C(C=C1)C=1C(=NNC1C)C)NC(=O)C=1N(N=CC1)C